ClC=1C=C2C(=CC1)NC(C21CCN(CC1)CCOC1=CC(=C(C(=C1)F)C1(COC1)S(=O)(=O)C)F)=O 5-chloro-1'-{2-[3,5-difluoro-4-(3-methanesulfonyl-oxetan-3-yl)phenoxy]ethyl}-1,2-dihydrospiro[indole-3,4'-piperidin]-2-one